C1(CCCC1)C1=NC2=NC=NC(=C2N1)C(=O)NCC1=CC(=CC(=C1)C=1C=NN(C1)C1=CC=NC=C1)F 8-cyclopentyl-N-(3-fluoro-5-(1-(pyridin-4-yl)-1H-pyrazol-4-yl)benzyl)-7H-purine-6-carboxamide